4-[4-cyano-6-[1-(2,2-difluoroethyl)pyrazol-4-yl]-2-methylindazol-3-yl]-2-(difluoromethoxy)-N-[(1R,2S)-2-fluorocyclopropyl]-6-methoxybenzamide C(#N)C=1C2=C(N(N=C2C=C(C1)C=1C=NN(C1)CC(F)F)C)C1=CC(=C(C(=O)N[C@H]2[C@H](C2)F)C(=C1)OC)OC(F)F